2-(3-acetyl-6-(pyrimidin-5-ylamino)-1H-indol-1-yl)acetic acid C(C)(=O)C1=CN(C2=CC(=CC=C12)NC=1C=NC=NC1)CC(=O)O